C1=CC=CC=2C3=CC=CC=C3C(C12)COC(=O)N(CC1=CC=C(C=C1)[N+](=O)[O-])C1=CC=CC=C1 ((((9H-fluoren-9-yl)methoxy)carbonyl)(4-nitrobenzyl)amino)benzene